tetrafluoropropyl chloroacrylate ClC(C(=O)OC(CC(F)(F)F)F)=C